OC1=C(C=C(C=C1)C[N-]C(CCCCC)CC1=CC=CC=C1)OC N-[(4-hydroxy-3-methoxyphenyl)methyl]-7-phenyl-6-heptylamide